BrC1=CC=C(\C=N\[S@@](=O)C(C)(C)C)C=C1 (S,E)-N-(4-Bromobenzylidene)-2-Methylpropane-2-Sulfinamide